methyl 2-[1-(4,4-difluorocyclohexyl)piperidin-4-yl]-6-fluoro-3-propanoyl-1H-indole-4-carboxylate FC1(CCC(CC1)N1CCC(CC1)C=1NC=2C=C(C=C(C2C1C(CC)=O)C(=O)OC)F)F